isostearic propyl amide C(CC)NC(CCCCCCCCCCCCCCC(C)C)=O